(3R,5R,8R,9S,10S,13S,14S,17R)-17-((2S,3S)-4-fluoro-3-hydroxybutan-2-yl)-3-(fluoromethyl)-10,13-dimethylhexadecahydro-1H-cyclopenta[a]phenanthren-3-ol FC[C@H]([C@@H](C)[C@H]1CC[C@H]2[C@@H]3CC[C@@H]4C[C@@](CC[C@@]4([C@H]3CC[C@]12C)C)(O)CF)O